1-(5-(4-((1-(2-Aminoethyl)piperidin-4-yl)methyl)piperazine-1-carbonyl)-2-methoxyphenyl)dihydropyrimidine-2,4(1H,3H)-dione NCCN1CCC(CC1)CN1CCN(CC1)C(=O)C=1C=CC(=C(C1)N1C(NC(CC1)=O)=O)OC